4-(3-chlorobenzoyl)-1H-pyrrole-2-carboxylate ClC=1C=C(C(=O)C=2C=C(NC2)C(=O)[O-])C=CC1